5-(1-(3,5-Dichloropyridin-4-yl)ethoxy)-N-(4-((dimethyl(oxo)-λ6-sulfaneylidene)amino)phenyl)-1-(tetrahydro-2H-pyran-2-yl)-1H-indazole-3-carboxamide ClC=1C=NC=C(C1C(C)OC=1C=C2C(=NN(C2=CC1)C1OCCCC1)C(=O)NC1=CC=C(C=C1)N=S(=O)(C)C)Cl